N-[(2R)-3-hydroxy-3-methylbutan-2-yl]-3-oxo-6-[4-(trifluoromethoxy)phenyl]-2,3-dihydropyridazine-4-carboxamide OC([C@@H](C)NC(=O)C=1C(NN=C(C1)C1=CC=C(C=C1)OC(F)(F)F)=O)(C)C